NC=1C=C(C2=C(OC(O2)(F)F)C1)C(=O)O 6-amino-2,2-difluoro-1,3-benzodioxole-4-carboxylic acid